Ethyl (3R,4Z,6Z,8E)-3,7-Dimethyl-9-(tri-n-butylstannyl)nona-4,6,8-trienoate C[C@H](CC(=O)OCC)\C=C/C=C(\C=C\[Sn](CCCC)(CCCC)CCCC)/C